hydroxy-naphthalenealdehyde OC1=C(C2=CC=CC=C2C=C1)C=O